p-dimethylaminopropyl-benzene CN(C)CCCC1=CC=CC=C1